Cl.CN(C(CNC(=O)N1CC2=CC=C(C=C2C1)O)C1=CC=C(C=C1)O)C N-(2-(dimethylamino)-2-(4-hydroxyphenyl)ethyl)-5-hydroxyisoindoline-2-carboxamide hydrochloride